(2S,4r)-1-[(2S)-2-(4-cyclopropyltriazol-1-yl)-3,3-dimethyl-butyryl]-N-[[1-[2-(dimethylamino)ethyl]-4-piperidinyl]methyl]-4-hydroxy-pyrrolidine-2-carboxamide C1(CC1)C=1N=NN(C1)[C@H](C(=O)N1[C@@H](C[C@H](C1)O)C(=O)NCC1CCN(CC1)CCN(C)C)C(C)(C)C